4-[(3-fluoro-4-nitrophenyl)methyl]morpholine FC=1C=C(C=CC1[N+](=O)[O-])CN1CCOCC1